N-{[4-(trifluoromethyl)phenyl]methyl}piperidine-2-carboxamide FC(C1=CC=C(C=C1)CNC(=O)C1NCCCC1)(F)F